O1CC(C1)C1=NNC=2C1=NC=CC2N oxetan-3-ylpyrazolo[4,3-b]pyridin-7-amine